FC1=C(C(=CC=C1)OCCC)C1=CC=CC=N1 6-(2-fluoro-6-propoxyphenyl)pyridine